FC1=CC=C(C=C1)C#C[Si](C=C)(C=C)C#CC1=CC=C(C=C1)F bis(4-fluorophenylethynyl)divinylsilane